BrC1=CC=C(C=C2CNC2)C=C1 3-(4-bromobenzylidene)azetidine